Allyl (S)-2-((S)-2-((((9H-fluoren-9-yl)methoxy)carbonyl)amino)-6-diazo-5-oxohexanamido)-6-diazo-5-oxohexanoate C1=CC=CC=2C3=CC=CC=C3C(C12)COC(=O)N[C@H](C(=O)N[C@H](C(=O)OCC=C)CCC(C=[N+]=[N-])=O)CCC(C=[N+]=[N-])=O